2-(1-methyl-1H-imidazol-5-yl)quinoline CN1C=NC=C1C1=NC2=CC=CC=C2C=C1